(S)-N-(5-(2-(2-aminopyridin-3-yl)-5-(1H-pyrazol-1-yl)-3H-imidazo[4,5-b]pyridin-3-yl)-2,3-dihydro-1H-inden-1-yl)-2-methylnicotinamide NC1=NC=CC=C1C1=NC=2C(=NC(=CC2)N2N=CC=C2)N1C=1C=C2CC[C@@H](C2=CC1)NC(C1=C(N=CC=C1)C)=O